2-oxo-pentanedioic acid, 1-hexyl ester O=C(C(=O)OCCCCCC)CCC(=O)[O-]